C(C)C(CCC(=O)OCC(CCCC)CC)CCCCCCCC(=O)OCC(CCCC)CC bis(2-ethylhexyl) γ-ethyldodecanedioate